ClC1=C(C(=CC=C1)C)NC(=O)C1=CN=C(S1)NC1=CC(=NC(=N1)C)N1CCN(CC1)CCCC(=O)OC methyl 4-(4-(6-((5-((2-chloro-6-methylphenyl)carbamoyl)thiazol-2-yl)amino)-2-methylpyrimidin-4-yl)piperazin-1-yl)butanoate